6-[(1S,3R,4S,5R)-5-[[5-cyclopropyl-3-(2,6-dichlorophenyl)-1,2-oxazol-4-yl]methoxy]-3-methyl-2-azabicyclo[2.2.1]heptane-2-yl]-N-(oxazolidine-4-sulfonyl)pyridine-3-carboxamide C1(CC1)C1=C(C(=NO1)C1=C(C=CC=C1Cl)Cl)CO[C@H]1[C@@H]2[C@H](N([C@H](C1)C2)C2=CC=C(C=N2)C(=O)NS(=O)(=O)C2NCOC2)C